((4-((R)-2-(5-chloro-4-fluoropyridin-2-yl)-2H-chromen-8-yl)piperidin-1-yl)methyl)-1-(((S)-oxetan-2-yl)methyl)-1H-benzo[d]imidazole-6-carboxylic acid ClC=1C(=CC(=NC1)[C@@H]1OC2=C(C=CC=C2C=C1)C1CCN(CC1)CC1=NC2=C(N1C[C@H]1OCC1)C=C(C=C2)C(=O)O)F